tert-butyl 7-[8-[(8-fluoro-2-methyl-imidazo[1,2-a]pyridin-6-yl)carbamoyl]-2-methoxy-quinazolin-5-yl]-1,7-diazaspiro[3.5]nonane-1-carboxylate FC=1C=2N(C=C(C1)NC(=O)C=1C=CC(=C3C=NC(=NC13)OC)N1CCC3(CCN3C(=O)OC(C)(C)C)CC1)C=C(N2)C